ClC=1C=C(C(=C(C#N)C1)F)OC1=C(N=CN(C1=O)CC=1C(NC(=CC1)C)=O)C(F)(F)F 5-chloro-2-fluoro-3-((1-((6-methyl-2-oxo-1,2-dihydropyridin-3-yl)methyl)-6-oxo-4-(trifluoromethyl)-1,6-dihydropyrimidin-5-yl)oxy)benzonitrile